tert-Butyl 4-((4-bromo-2-oxopyridin-1(2H)-yl)methyl)piperidine-1-carboxylate BrC1=CC(N(C=C1)CC1CCN(CC1)C(=O)OC(C)(C)C)=O